4-((1-((2,4-dichlorophenyl)sulfonyl)-3-(morpholinomethyl)azetidin-3-yl)methoxy)-2-fluorobenzonitrile hydrochloride Cl.ClC1=C(C=CC(=C1)Cl)S(=O)(=O)N1CC(C1)(CN1CCOCC1)COC1=CC(=C(C#N)C=C1)F